7-(3-(4-(2-(dimethylamino)acetamido)-2,6-dimethylphenoxy)-5-methylphenyl)-N-ethyl-5-methyl-4-oxo-4,5-dihydrothieno[3,2-c]pyridine-2-carboxamide CN(CC(=O)NC1=CC(=C(OC=2C=C(C=C(C2)C)C=2C3=C(C(N(C2)C)=O)C=C(S3)C(=O)NCC)C(=C1)C)C)C